ClC=1C=C(/C(=N/O)/N)C=CC1OCC (Z)-3-chloro-4-ethoxy-N'-hydroxybenzamidine